C(CCCCC)CC(=N)N n-hexylacetamidine